N(=[N+]=[N-])C[C@H]([C@@H]([C@@H]([C@H](C=O)O)O)O)O 6-azido-6-deoxy-D-galactose